The molecule is an N-glycosylated dialkylglycerophosphoethanolamine in which the dialkylglycerophosphoethanolamine is AOPE and the glycosylating saccharide is the branched nonasaccharide alpha-D-Man-(1->2)-alpha-D-Man-(1->2)-alpha-D-Man-(1->3)-[alpha-D-Man-(1->3)-[alpha-D-Man-(1->6)]-alpha-D-Man-(1->6)]-beta-D-Man-(1->4)-beta-D-GlcNAc-(1->4)-D-GlcNAc. It has a role as a neoglycolipid probe. It derives from an AOPE. CCCCCCCCCCCCCCCCOC[C@H](COP(=O)(O)OCCNC(=O)CONC1[C@@H]([C@H]([C@@H]([C@H](O1)CO)O[C@H]2[C@@H]([C@H]([C@@H]([C@H](O2)CO)O[C@H]3[C@H]([C@H]([C@@H]([C@H](O3)CO[C@@H]4[C@H]([C@H]([C@@H]([C@H](O4)CO[C@@H]5[C@H]([C@H]([C@@H]([C@H](O5)CO)O)O)O)O)O[C@@H]6[C@H]([C@H]([C@@H]([C@H](O6)CO)O)O)O)O)O)O[C@@H]7[C@H]([C@H]([C@@H]([C@H](O7)CO)O)O)O[C@@H]8[C@H]([C@H]([C@@H]([C@H](O8)CO)O)O)O[C@@H]9[C@H]([C@H]([C@@H]([C@H](O9)CO)O)O)O)O)O)O)O)O)OCCCCCCCCCCCCCCCC